triethyleneglycol methyl n-pentyl ether C(CCCC)OCCOCCOCCOC